CN(CCN1CCN(CC1)C1=NC2=CC=C(C=C2C(=N1)NC(C)C=1SC=CC1)C=1C(=NOC1C)C)C (4-(2-(dimethylamino)ethyl)piperazin-1-yl)-6-(3,5-dimethylisoxazol-4-Yl)-N-(1-(thien-2-yl)ethyl)quinazolin-4-amine